1,2-di-p-tolylethanone C1(=CC=C(C=C1)C(CC1=CC=C(C=C1)C)=O)C